tert-butyl (1-((4-(azetidin-3-yloxy)phenyl)sulfonyl)piperidin-4-yl)carbamate N1CC(C1)OC1=CC=C(C=C1)S(=O)(=O)N1CCC(CC1)NC(OC(C)(C)C)=O